C(#C)C1=C2C(=CC(=CC2=CC=C1F)O)C1=C(C=2N=C(N=C(C2C=N1)N1CCOC[C@H](C1)C)OC[C@]12CCCN2C[C@@H](C1)F)F 5-ethynyl-6-fluoro-4-(8-fluoro-2-(((2R,7aS)-2-fluorotetrahydro-1H-pyrrolizin-7a(5H)-yl)methoxy)-4-((S)-6-methyl-1,4-oxazepan-4-yl)pyrido[4,3-d]pyrimidin-7-yl)naphthalen-2-ol